FC1=C(CN2N=CC=3C(NCCC32)=O)C(=CC=C1)F 1-(2,6-Difluorobenzyl)-1,5,6,7-tetrahydro-4H-pyrazolo[4,3-c]pyridin-4-one